3-hydroxy-2,2-dimethylpropyl 3-hydroxy-2,2-dimethylpropionate diacrylate C(C=C)(=O)O.C(C=C)(=O)O.OCC(C(=O)OCC(CO)(C)C)(C)C